(S)-2-amino-3-methylbutyric acid (2R,3R,11bR)-3-isobutyl-9,10-dimethoxy-1,3,4,6,7,11b-hexahydro-2H-pyrido[2,1-a]isoquinolin-2-yl ester C(C(C)C)[C@H]1[C@@H](C[C@H]2N(CCC3=CC(=C(C=C23)OC)OC)C1)OC([C@H](C(C)C)N)=O